FC(OCC(OC1=CC=C(C=C1)C=C)(F)F)F 1-(2-(Difluoromethoxy)-1,1-difluoroethoxy)-4-vinylbenzene